[(1aR,5aR)-2-(2,4-Difluoro-phenyl)-1a,2,5,5a-tetrahydro-1H-2,3-diaza-cyclopropa[a]pentalen-4-yl]-(2-methyl-3,4-dihydro-2H-quinolin-1-yl)-methanone FC1=C(C=CC(=C1)F)N1N=C(C=2C[C@@H]3[C@H](C12)C3)C(=O)N3C(CCC1=CC=CC=C31)C